NC=1C=C(C=C(C1)C(F)(F)F)[C@@H](C)NC=1C2=C(N=C(N1)C)N=C(C(=C2)C2=C(C=NC=C2)C)N2CCCC2 (R)-N-(1-(3-amino-5-(trifluoromethyl)phenyl)ethyl)-2-methyl-6-(3-methylpyridin-4-yl)-7-(pyrrolidin-1-yl)pyrido[2,3-d]pyrimidin-4-amine